3-(dimethylamino)-1,1,1-trifluoropropan-2-ol CN(CC(C(F)(F)F)O)C